2-(cyclohexyl-((1-(3-nitrophenyl)-1H-tetrazol-5-yl)methyl)amino)ethan-1-ol C1(CCCCC1)N(CCO)CC1=NN=NN1C1=CC(=CC=C1)[N+](=O)[O-]